C(C)(C)(C)C=1C=C(N(N1)C1=CC=C(C=C1)C)NC(=O)NC1=CC=C(C2=CC=CC=C12)CCC(C)OC1OCCCC1 1-[5-tert-butyl-2-p-tolyl-2H-pyrazol-3-yl]-3-[4-(3-(tetrahydropyran-2-yl-oxy)but-1-yl)naphthalen-1-yl]-urea